N1=C(C=NC=C1)C(=O)N1CCC(=CC1)C#CC1=CC=C(C=C1)C1=CC(=NO1)CN1C(=NC=C1)[C@H](C)OC1OCCCC1 Pyrazin-2-yl(4-((4-(3-((2-((1S)-1-((tetrahydro-2H-pyran-2-yl)oxy)ethyl)-1H-imidazol-1-yl)methyl)isoxazol-5-yl)phenyl)ethynyl)-3,6-dihydropyridin-1(2H)-yl)methanone